lithium tribismuth [Bi].[Bi].[Bi].[Li]